2-(3-nitrophenyl)cyclobutan-1-one [N+](=O)([O-])C=1C=C(C=CC1)C1C(CC1)=O